ClC=1C=C(C=CC1Cl)C1=CC=C(O1)CCNC(=O)C=1NN=C(C1)C(=O)N1CCC(CC1)C(C)O 5-[4-(1-Hydroxyethyl)piperidine-1-carbonyl]-2H-pyrazole-3-carboxylic acid {2-[5-(3,4-dichlorophenyl)furan-2-yl]ethyl}amide